(3S)-7-((2S,5R)-4-acryloyl-2,5-dimethylpiperazin-1-yl)-10-(2,4-difluorophenyl)-3-((2-methoxyethoxy)meth-yl)-9-(trifluoromethyl)-2H-[1,4]thiazino[2,3,4-ij]quinazolin-5(3H)-one C(C=C)(=O)N1C[C@@H](N(C[C@H]1C)C1=NC(N2C3=C(C(=C(C=C13)C(F)(F)F)C1=C(C=C(C=C1)F)F)SC[C@@H]2COCCOC)=O)C